ClC=1C2=CN(N=C2C=CC1C1=CNC=2N=C(N=C(C21)C#N)N2CCC(CC2)(C2=C(C=CC=C2)F)NC([O-])=O)C (1-(5-(4-chloro-2-methyl-2H-indazol-5-yl)-4-cyano-7H-pyrrolo[2,3-d]pyrimidin-2-yl)-4-(2-Fluorophenyl)piperidin-4-yl)carbamate